N2-(3-((R)-1-(4-methyl-4H-1,2,4-triazol-3-yl)propan-2-yl)phenyl)-N4-((s)-pyrrolidin-3-yl)pyridine-2,4-dicarboxamide CN1C(=NN=C1)C[C@@H](C)C=1C=C(C=CC1)NC(=O)C1=NC=CC(=C1)C(=O)N[C@@H]1CNCC1